N-(6-(2-hydroxyprop-2-yl)pyridin-3-yl)-4-(1H-imidazol-1-yl)pyrimidine-2-carboxamide OC(C)(C)C1=CC=C(C=N1)NC(=O)C1=NC=CC(=N1)N1C=NC=C1